2-(((5-fluoro-2-((3-(methyl-sulfonyl)-4-(piperazin-1-yl)phenyl)amino)pyrimidin-4-yl)(5-(hydroxymethyl)-2-methylphenyl)amino)methyl)benzonitrile FC=1C(=NC(=NC1)NC1=CC(=C(C=C1)N1CCNCC1)S(=O)(=O)C)N(C1=C(C=CC(=C1)CO)C)CC1=C(C#N)C=CC=C1